COC([C@@H](NC(=O)OC(C)(C)C)CO)=O |r| Boc-D,L-serine methyl ester